(6s,7s)-6-(3-bromo-2-fluorobenzyl)-7-(ethylsulfonylamino)-5-azaspiro[2.4]heptane-5-carboxylic acid tert-butyl ester C(C)(C)(C)OC(=O)N1CC2(CC2)[C@@H]([C@@H]1CC1=C(C(=CC=C1)Br)F)NS(=O)(=O)CC